(αR)-α-amino-N-[5,6-dihydro-2-(1-methyl-1H-pyrazol-4-yl)-6-oxo-1H-pyrrolo[4,3,2-ef][2,3]benzodiazepine-8-yl]-cyclohexaneacetamide N[C@@H](C(=O)NC1=CC2=C3C(C=NNC2=O)=C(NC3=C1)C=1C=NN(C1)C)C1CCCCC1